COC1=CC(=C2C(=C1)OC(=C(C2=O)O)C3=CC(=C(C=C3)O)O)O 7-Methoxy-quercetin